1-{4-[4-({4-[2-(6,6-dimethyl-1,4,5,7-tetrahydroindazol-3-yl)-1H-indole-5-carbonyl]piperazin-1-yl}methyl)piperidin-1-yl]-2-fluorophenyl}-1,3-diazinane-2,4-dione CC1(CCC=2C(=NNC2C1)C=1NC2=CC=C(C=C2C1)C(=O)N1CCN(CC1)CC1CCN(CC1)C1=CC(=C(C=C1)N1C(NC(CC1)=O)=O)F)C